2-[1-[3-[2-[(5-methyltetrazol-2-yl)methyl]-4-(trifluoromethyl)phenyl]propanoyl]-piperidin-4-yl]sulfanyl-1,3-thiazole-5-sulfonamide CC=1N=NN(N1)CC1=C(C=CC(=C1)C(F)(F)F)CCC(=O)N1CCC(CC1)SC=1SC(=CN1)S(=O)(=O)N